3,3-difluoro-4-hydroxy-7-(methylsulfanyl)-1,2,3,4-tetrahydro-1,6-naphthyridin-2-one FC1(C(NC2=CC(=NC=C2C1O)SC)=O)F